NC1=NC=2C=CC(=CC2C2=C1COC2)C(=O)N(C)[C@@H]2COCC1=C2C=CC(=C1)OC 4-amino-N-((4S)-7-methoxy-3,4-dihydro-1H-2-benzopyran-4-yl)-N-methyl-1,3-dihydrofuro[3,4-c]-quinoline-8-carboxamide